FC(C(=O)O)(F)F.NCCCCCCSC1=CC=C(C=C1)NC(=O)C1=CC=C(CN(C(=O)C=2C=CC3=C(OCC(N3)=O)C2)C2CC2)C=C1 N-(4-((4-((6-aminohexyl)thio)phenyl)carbamoyl)benzyl)-N-cyclopropyl-3-oxo-3,4-dihydro-2H-benzo[b][1,4]oxazine-7-carboxamide 2,2,2-trifluoroacetate